3-((1-((3-bromopyridin-2-yl)methyl)-3-oxoisoindolin-2-yl)methyl)cyclobutane-1-carboxylic acid BrC=1C(=NC=CC1)CC1N(C(C2=CC=CC=C12)=O)CC1CC(C1)C(=O)O